3-[5-(20-amino-3,6,9,12,15,18-hexaoxaicosan-1-yl)-3-methyl-2-oxo-1,3-benzodiazol-1-yl]piperidine-2,6-dione hydrochloride Cl.NCCOCCOCCOCCOCCOCCOCCC1=CC2=C(N(C(N2C)=O)C2C(NC(CC2)=O)=O)C=C1